ClC1=NC=C2C=C(C(N(C2=C1)C)=O)C=1C=NC(=CC1C)N1N=CC=C1 7-chloro-1-methyl-3-[4-methyl-6-(pyrazol-1-yl)pyridin-3-yl]-1,6-naphthyridin-2-one